C(C)(C)(C)C=1C(=CC(=C(C1)C(CC(C)C1=C(C=C(C(=C1)C(C)(C)C)O)C)C1=C(C=C(C(=C1)C(C)(C)C)O)C)C)O 1,1,3-tri(5-tert-butyl-4-hydroxy-2-methylphenyl)butane